2-(4-chlorophenyl)-2,3-dihydroquinazolin-4(1H)-one ClC1=CC=C(C=C1)C1NC2=CC=CC=C2C(N1)=O